N1(CCC1)C1CCN(CC1)C(=O)OC1=CC=C2C(=CC=NC2=C1)NC1=C(N=NC(=C1)C1=C(C=CC(=C1)Cl)F)C 4-{[6-(5-chloro-2-fluorophenyl)-3-methylpyridazin-4-yl]-amino}quinolin-7-yl 4-(azetidin-1-yl)piperidine-1-carboxylate